CYCLOBUTYLAMID C1(CCC1)[NH-]